(S)-(5-(pyridin-2-yl)-1,3,4-oxadiazol-2-yl)(4-(4-(trifluoromethoxy)pyrazolo[1,5-a]pyridin-2-yl)-6,7-dihydro-1H-imidazo[4,5-c]pyridin-5(4H)-yl)methanone N1=C(C=CC=C1)C1=NN=C(O1)C(=O)N1[C@@H](C2=C(CC1)NC=N2)C2=NN1C(C(=CC=C1)OC(F)(F)F)=C2